{14-[(2,5-dioxopyrrolidin-1-yl)oxy]-14-oxo-3,6,9,12-tetraoxatetradecan-1-yl}carbamic acid tert-butyl ester C(C)(C)(C)OC(NCCOCCOCCOCCOCC(=O)ON1C(CCC1=O)=O)=O